(R)-cyclopropyl-[(4R,6R)-4-fluoro-6-phenyl-5,6-dihydro-4H-pyrrolo[1,2-b]pyrazol-2-yl]methanol C1(CC1)[C@@H](O)C=1C=C2N(N1)[C@H](C[C@H]2F)C2=CC=CC=C2